ClC1=C(C=CC(=C1)Cl)C=1C=C2C(=NC=NC2=CC1)NC1=CC=C(C=C1)[N+](=O)[O-] 6-(2,4-dichlorophenyl)-N-(4-nitrophenyl)quinazolin-4-amine